4-morpholino-2-(1H-pyrazol-1-yl)pyrimidine-5-carboxylic acid O1CCN(CC1)C1=NC(=NC=C1C(=O)O)N1N=CC=C1